methyl 5-(2-chloro-6-methoxypyridin-4-yl)spiro[2.3]hexane-5-carboxylate ClC1=NC(=CC(=C1)C1(CC2(CC2)C1)C(=O)OC)OC